ClC1=C(C=C(C(=C1OCC1=CC=C(C=C1)OC)OCC1=CC=C(C=C1)OC)Cl)C(C(=O)O)=O 2-(2,5-dichloro-3,4-bis((4-methoxybenzyl)oxy)phenyl)-2-oxoacetic acid